tert-butyl (R)-((3-(2-(4,4-difluoroazepan-1-yl)-5-(1-(difluoromethyl)-1H-pyrazol-4-yl)-4-methylnicotinamido)phenyl)(methyl)(oxo)-λ6-sulfaneylidene)carbamate FC1(CCN(CCC1)C1=C(C(=O)NC=2C=C(C=CC2)[S@](=O)(C)=NC(OC(C)(C)C)=O)C(=C(C=N1)C=1C=NN(C1)C(F)F)C)F